COC1=CC=C2C3=C(NC2=C1)C(=NC(=C3)O)C 7-Methoxy-1-methyl-9H-pyrido[3,4-b]indol-3-ol